2-chloro-3-(4-tert-butoxycarbonylaminopiperidinyl)naphthoquinone Molybdenum-zirconium-tungsten-hafnium [Hf].[W].[Zr].[Mo].ClC=1C(C2=CC=CC=C2C(C1N1CCC(CC1)NC(=O)OC(C)(C)C)=O)=O